ClC1=C(C(=O)OC)C=C(C(=C1)CC(=O)OC)[N+](=O)[O-] methyl 2-chloro-4-(2-methoxy-2-oxoethyl)-5-nitrobenzoate